C(#N)[C@@H](C[C@H]1C(NCC1)=O)NC(=O)[C@H]1N([C@@H]2CC([C@H]1CC2)(F)F)C(=O)C2(C1=CC=CC=C1C=1C=CC=CC21)O (1S,3S,4S)-N-((R)-1-cyano-2-((S)-2-oxopyrrolidin-3-yl)ethyl)-5,5-difluoro-2-(9-hydroxy-9H-fluorene-9-carbonyl)-2-azabicyclo[2.2.2]octane-3-carboxamide